N-[(2,4-difluorophenyl)methyl]-10-(fluoromethyl)-6-hydroxy-13-methyl-5,8-dioxo-1,2,9-triazatricyclo[7.4.1.02,7]tetradeca-3,6,11-triene-4-carboxamide FC1=C(C=CC(=C1)F)CNC(=O)C1=CN2N3C(C=CC(N(C(C2=C(C1=O)O)=O)C3)CF)C